ClC=1C(=NC=CC1)C(=O)NC1[C@@H]2CN(C[C@H]12)C1=NC=C(C=C1)C=1C=2N(C=C(C1)OCC)N=CC2C#N 3-chloro-N-((1R,5S,6r)-3-(5-(3-cyano-6-ethoxypyrazolo[1,5-a]pyridin-4-yl)pyridin-2-yl)-3-azabicyclo[3.1.0]hexane-6-yl)picolinamide